ClC1=CC=C(C=C1)S(=O)(=O)NC1=C(C(=O)NC=2SC=C(N2)C2=CC=CC=C2)C=CC(=C1)C(F)(F)F 2-(4-chlorobenzenesulfonamido)-N-(4-phenyl-1,3-thiazol-2-yl)-4-(trifluoromethyl)benzamide